C(C)C=1C(=CC=C2C=C(C=C(C12)C1=C(C=2N=C(N=C(C2C=N1)N1CC2(CC(C2)O)CCC1)OCC12CCCN2CC(C1)=C)F)O)F 6-(7-(8-ethyl-7-fluoro-3-hydroxynaphthalen-1-yl)-8-fluoro-2-((2-methylenetetrahydro-1H-pyrrolizin-7a(5H)-yl)methoxy)pyrido[4,3-d]pyrimidin-4-yl)-6-azaspiro[3.5]nonan-2-ol